1-[6-chloro-1-(3,8-diazabicyclo[3.2.1]octan-3-yl)-5-fluoro-3-methyl-2,7-naphthyridin-4-yl]cyclopropanol ClC=1C(=C2C(=C(N=C(C2=CN1)N1CC2CCC(C1)N2)C)C2(CC2)O)F